C(CCCCC)C1=CC=C(C=C1)NC=1NCCCN1 N-(4-hexylphenyl)-1,4,5,6-tetrahydro-2-pyrimidinamine